2-(4-chlorophenyl)-3-methylbutanoic acid chloride ClC1=CC=C(C=C1)C(C(=O)Cl)C(C)C